FC=1C=C(OC2=CC=C(C=C2)NC(OCC=2C(=C3C(N(CC3=CC2)C2C(NC(CC2)=O)=O)=O)OC2CCC(CC2)O)=O)C=CC1F [2-(2,6-dioxopiperidin-3-yl)-3-oxo-4-{[(1s,4s)-4-hydroxycyclohexyl]oxy}-2,3-dihydro-1H-isoindol-5-yl]methyl N-[4-(3,4-difluorophenoxy) phenyl]carbamate